[3-[4-(1,1-difluoroethyl)phenyl]azetidin-1-yl]methanone FC(C)(F)C1=CC=C(C=C1)C1CN(C1)C=O